(2R,3S,4R,5R)-2-(((2-amino-3-bromoquinolin-7-yl)oxy)methyl)-5-(4-methoxy-7H-pyrrolo[2,3-d]pyrimidin-7-yl)tetrahydrothiophene-3,4-diol NC1=NC2=CC(=CC=C2C=C1Br)OC[C@H]1S[C@H]([C@@H]([C@@H]1O)O)N1C=CC2=C1N=CN=C2OC